NC12CC(C1)(C2)N2C(OC(C2)[C@@H]2C[C@@H](C2)OC(F)(F)F)=O 3-(3-Aminobicyclo[1.1.1]pent-1-yl)-5-(cis-3-(trifluoromethoxy)cyclobutyl)oxazolidin-2-one